BrC=1C2=C(SC1C(F)(F)P(OCC)(OCC)=O)C(=CC(=C2)C[S@](=O)(=NC(C(F)(F)F)=O)C)OCCCC(F)(F)F |o1:22| diethyl ((3-bromo-5-(((S or R)-methyl-N-(2,2,2-trifluoroacetyl)sulfonimidoyl)methyl)-7-(4,4,4-trifluorobutoxy)benzo[b]thiophen-2-yl)difluoromethyl)phosphonate